[2H]CC(=O)C(=O)[C@@H]([C@H]([C@H]([C@@H](CO)O)O)O)O acetyl-d-galactose